BrC1=C2C=CNC2=CC(=C1OC=1C=C(N=NC1)C(N)=S)F 5-((4-Bromo-6-fluoro-1H-indol-5-yl)oxy)pyridazine-3-carbothioamide